O1C(CCC=C1)CN (3,4-dihydro-2H-pyran-2-yl)methylamine